FC1=CC2=C(O[C@H](C3=C(O2)C=CC=C3)CNC)C=C1 |o1:6| (R*)-1-(7-fluoro-11H-dibenzo[b,e][1,4]dioxepin-11-yl)-N-methylmethanamine